CC1=CNC2=CC=C(C=C12)CN 1-(3-methyl-1H-indol-5-yl)methanamine